CC1=C(C=C(N)C=C1)C1=NOC(=N1)CC1=CC=CC2=CC=CC=C12 4-methyl-3-(5-(naphthalen-1-ylmethyl)-1,2,4-oxadiazol-3-yl)aniline